2-[(1R)-6-{6-[(4-cyano-2-fluorobenzyl)oxy]-3-fluoropyridin-2-yl}-6-azaspiro[2.5]oct-1-yl]-1-[(2S)-oxetan-2-ylmethyl]-1H-benzimidazole-6-carboxylic acid C(#N)C1=CC(=C(COC2=CC=C(C(=N2)N2CCC3(C[C@H]3C3=NC4=C(N3C[C@H]3OCC3)C=C(C=C4)C(=O)O)CC2)F)C=C1)F